{1-[(tert-butoxy)carbonyl]azetidin-3-yl}zinc iodide [I-].C(C)(C)(C)OC(=O)N1CC(C1)[Zn+]